C(C)(CC)N1N=CC=2N=C(N=C(C21)N[C@@H](C=2C=NC1=CC=CC=C1C2)C2CC2)C(=O)N 1-sec-butyl-7-[((R)-cyclopropyl-quinolin-3-yl-methyl)-amino]-1H-pyrazolo[4,3-d]pyrimidine-5-carboxylic acid amide